cyclopentyl tertiary butyl ether C(C)(C)(C)OC1CCCC1